FC1=CC=C(C=C1)C=1SC(=CC1)CC1=C(C=CC(=C1)I)C (4-fluorophenyl)-5-[(5-iodo-2-methylphenyl)methyl]thiophene